C(=CC1=CC=CC=C1)OS(=O)(=O)C1=C(C=CC=C1S(=O)(=O)OC=CC1=CC=CC=C1)C1=CC=CC=C1.[Na].[Na] di-sodium distyrylbiphenyl-disulfonate